ethyl 1-benzyl-3-(benzyloxy)-4-(2-bromobenzyl)piperidine-4-carboxylate C(C1=CC=CC=C1)N1CC(C(CC1)(C(=O)OCC)CC1=C(C=CC=C1)Br)OCC1=CC=CC=C1